FC=1C=C(C=CC1C(F)(F)F)C=1SC(=C(N1)C)CSC1=CC(=C(OCC(=O)O)C=C1)C {4-[({2-[3-Fluoro-4-(Trifluoromethyl)phenyl]-4-Methyl-1,3-Thiazol-5-Yl}methyl)sulfanyl]-2-Methylphenoxy}acetic Acid